3-methoxy-4-hydroxycinnamic acid sodium salt dihydrate O.O.[Na+].COC=1C=C(C=CC(=O)[O-])C=CC1O